4,4-bis[N-(2-phenanthryl)-N-phenylamino]biphenyl Tert-Butyl-((1R,2S,3R,4R)-2,3-dihydroxy-4-(hydroxymethyl)-cyclopentyl)-carbamate C(C)(C)(C)N(C(O)=O)[C@H]1[C@@H]([C@@H]([C@H](C1)CO)O)O.C1=C(C=CC=2C3=CC=CC=C3C=CC12)N(C1=CC=CC=C1)C1(CC=C(C=C1)C1=CC=CC=C1)N(C1=CC=2C=CC3=CC=CC=C3C2C=C1)C1=CC=CC=C1